ClC=1C(=NC(=CC1C(C)(C)NS(=O)(=O)C)Cl)C1=CC=C(C=C1)F N-{2-[3,6-Dichloro-2-(4-Fluorophenyl)Pyridin-4-yl]Propan-2-yl}Methanesulfonamide